[2H]C(C(COC([2H])([2H])[2H])=O)(C([2H])([2H])[2H])[2H] 3,3,4,4,4-pentadeuterio-1-(trideuteriomethoxy)butan-2-one